FC1=C(C=CC(=C1)C1CCNO1)C=1N=C2SC3=C(N2C1)C=CC(=C3)C(=O)NCCCN3CCC(CC3)F (2-fluoro-4-(isoxazolidin-5-yl)phenyl)-N-(3-(4-fluoropiperidin-1-yl)propyl)benzo[d]imidazo[2,1-b]thiazole-7-carboxamide